C(C#CCCC)(=O)O hexynic acid